4-(3-(1,1-difluoropent-4-en-1-yl)-5-(4-fluorophenyl)-1H-pyrazol-1-yl)benzenesulfonamide FC(CCC=C)(F)C1=NN(C(=C1)C1=CC=C(C=C1)F)C1=CC=C(C=C1)S(=O)(=O)N